O(Cl)Cl.[Ti] titanium (oxy)chloride